C(C(=C)C)(=O)O.C(C)P(O)(O)=O (ethylphosphonic acid) methacrylate